C(CC)(=O)OC1=C(C(=C(C(=C1)C(C)(C)C)O)C(C)(C)C)CCCCCCCCCCCCCCCCCC n-octadecyl-(3,5-di-tert-butyl-4-hydroxyphenyl) propanoate